CC1=NC2=CC=C(C=C2C=C1)C(=O)NCC1=NC=C(C=C1)C(F)(F)F methyl-N-((5-(trifluoromethyl)-2-pyridinyl)methyl)-6-quinolinecarboxamide